N1=C(C=CC=2CCCNC12)CCCCOCC[C@H](NC(=O)C1(CCOCC1)C(F)(F)F)C(=O)O O-(4-(5,6,7,8-tetrahydro-1,8-naphthyridin-2-yl)butyl)-N-(4-(trifluoromethyl)tetrahydro-2H-pyran-4-carbonyl)homoserine